4-oxo-2-(3-thiazolidinecarbonyl)-1-pyrrolidinecarboxylic acid tert-butyl ester C(C)(C)(C)OC(=O)N1C(CC(C1)=O)C(=O)N1CSCC1